C1(C(CCCC1)C(=O)OCC=C)C(=O)OCC=C diallyl 1,2-cyclohexanedicarboxylate